8-chloro-N-(3-(5-cyclopropylpyrazin-2-yl)phenyl)-N-methyl-[1,2,4]triazolo[4,3-a]quinazolin-5-amine ClC1=CC=C2C(=NC=3N(C2=C1)C=NN3)N(C)C3=CC(=CC=C3)C3=NC=C(N=C3)C3CC3